N-ethyl-N-hydroxyethyl-meta-toluidine C(C)N(C1=CC(=CC=C1)C)CCO